C(CCCC)=O pentanal